BrCC=1C=CC(=NC1)C=1N(C=C(N1)C(F)(F)F)CC 5-(bromomethyl)-2-(1-ethyl-4-(trifluoromethyl)-1H-imidazol-2-yl)pyridine